C(C1=CC=CC=C1)OC1=C(C=C(C=C1C)[N+](=O)[O-])F 2-(benzyloxy)-1-fluoro-3-methyl-5-nitrobenzene